COC([C@H](C1=CC=CC=C1)NC(=O)OC(C)(C)C)=O.C(C1=CC=CC=C1)N1C(CC(CC1)OCC1=CC=CC=C1)=O 1-benzyl-4-(phenylmethyloxy)piperidin-2-one methyl-(S)-2-((tert-butoxycarbonyl)amino)-2-phenylacetate